FC(C1=C(C=CC(=C1)C(F)(F)F)CC(=O)Cl)(F)F [2,4-bis(trifluoromethyl)phenyl]acetyl chloride